FC(CNC1=NC=C(C=C1)N)(F)F N2-(2,2,2-trifluoroethyl)pyridine-2,5-diamine